C(C)OC1=C(C=CC=C1)C1=C(C=C(C=C1)O[C@H]1[C@H](CCC1)NS(=O)(=O)C(C)C)F N-{(1S,2R)-2-[(2'-ethoxy-2-fluorobiphenyl-4-yl)oxy]cyclopentyl}propane-2-sulfonamide